ClC1=C(C=C(C=C1)C1=CN=C2C(=N1)N(N=C2)CC(=O)N2CCOCC2)C(C)(F)F 2-[6-[4-Chloro-3-(1,1-difluoroethyl)phenyl]pyrazolo[3,4-b]pyrazin-1-yl]-1-morpholino-ethanone